N1(CCC1)C(=O)C1=CC=C(C=C1)C1=CC=C2C(=CC=NC2=C1)NC=1C=CC2=C(N=CS2)C1 azetidin-1-yl(4-(4-(benzo[d]thiazol-5-ylamino)quinolin-7-yl)phenyl)methanone